OC1=C(C(=CC(=C1)C)C)C1=CC=C(N=N1)N1CC(OCC1)C(CC)=O 1-[4-[6-(2-hydroxy-4,6-dimethylphenyl)pyridazin-3-yl]morpholin-2-yl]propan-1-one